C1(CC1)C=1C(=NSC1C(=O)OCC)C=1C=2N(C=CC1)N=CC2 ethyl 4-cyclopropyl-3-{pyrazolo[1,5-a]pyridine-4-yl}-1,2-thiazole-5-carboxylate